7-[(2R,4S)-2-(5-cyclopropyl-1,3,4-oxadiazol-2-yl)tetrahydropyran-4-yl]-9-[3-(difluoromethyl)-1-bicyclo[1.1.1]pentanyl]-2,3-dimethyl-pyrazino[1,2-a]pyrimidin-4-one C1(CC1)C1=NN=C(O1)[C@@H]1OCC[C@@H](C1)C=1N=C(C=2N(C(C(=C(N2)C)C)=O)C1)C12CC(C1)(C2)C(F)F